3-fluoro-4-[5-(2-methyl-4-pyridinyl)-1-tetrahydropyran-2-yl-6-tetrahydropyran-4-yl-pyrazolo[4,3-g]Isoquinolin-8-yl]Oxy-benzoic acid methyl ester COC(C1=CC(=C(C=C1)OC1=NC(=C(C2=CC3=C(C=C12)N(N=C3)C3OCCCC3)C3=CC(=NC=C3)C)C3CCOCC3)F)=O